O[C@]12OC(C(=C1C[C@@H]1[C@H](C=CC([C@]1(C2)C)=O)C)C)=O (4aR,5S,8aS,9aR)-9a-hydroxy-3,5,8a-trimethyl-4a,5,9,9a-tetrahydronaphtho[2,3-b]furan-2,8(4H,8aH)-dione